N1=CC=C(C=C1)N[C@@H](C)C(=O)O L-4-Pyridylalanine